N-(5-(2-(((3S,5S)-5-fluoropiperidin-3-yl)amino)-8-isopropyl-7-oxo-7,8-dihydropteridin-6-yl)-6-methylpyridin-2-yl)-1-phenylmethanesulfonamide F[C@H]1C[C@@H](CNC1)NC1=NC=2N(C(C(=NC2C=N1)C=1C=CC(=NC1C)NS(=O)(=O)CC1=CC=CC=C1)=O)C(C)C